ClC1=CC=C(C=C1)N1N=C(C=C(C1=O)C(=O)OC)C1CC1 Methyl 2-(4-chlorophenyl)-6-cyclopropyl-3-oxo-2,3-dihydropyridazine-4-carboxylate